ClC1=CC(=CC(=N1)N1CCN(CC1)S(=O)(=O)C1=CC=C(C=C1)N1C(OC(C1)CO)=O)C(F)(F)F 3-[4-[4-[6-chloro-4-(trifluoromethyl)-2-pyridyl]piperazin-1-yl]sulfonylphenyl]-5-(hydroxymethyl)oxazolidin-2-one